[1-(2,6-dioxo-3-piperidyl)-3-methyl-2-oxo-benzimidazol-5-yl]Hexanoic acid O=C1NC(CCC1N1C(N(C2=C1C=CC(=C2)C(C(=O)O)CCCC)C)=O)=O